N-(2'-(4,4-difluorocyclohexyl)-3-fluoro-[2,4'-bipyridine]-3'-yl)-2-isopropylpyrimidine FC1(CCC(CC1)C1=NC=CC(=C1N1C(N=CC=C1)C(C)C)C1=NC=CC=C1F)F